ClC=1C=C2C(=NC1)C(=CO2)C2=CC(=CC=C2)[N+](=O)[O-] 6-chloro-3-(3-nitrophenyl)furo[3,2-b]pyridine